ClC=1C=C(C=CC1)S(=O)(=O)N(C)C1COCC=2NC(C=3C=C(C(=CC3C21)F)F)=O 3-Chloro-N-(8,9-difluoro-6-oxo-1,4,5,6-tetrahydro-2H-pyrano[3,4-c]isoquinolin-1-yl)-N-methylbenzenesulfonamide